Pyridin-6-yl-3,6-dihydro-2H-pyridine-1-carboxylic acid tert-butyl ester C(C)(C)(C)OC(=O)N1C(CC=CC1)C1=CC=CC=N1